N(=C=S)C1=CC(C(C=C1)C=CC=1C(=CC(=CC1)N=C=S)S(=O)(=O)O)S(=O)(=O)O 4,4'-diisothiocyanodihydro-stilbene-2,2'-disulphonic acid